bis[(2,6-dinitrobenzyloxy)carbonyl]piperazine [N+](=O)([O-])C1=C(COC(=O)N2CCN(CC2)C(=O)OCC2=C(C=CC=C2[N+](=O)[O-])[N+](=O)[O-])C(=CC=C1)[N+](=O)[O-]